C1(CC1)CN1C(=CC2=CC=CC(=C12)C1CCN(CC1)C(=O)OC(C)(C)C)C=O tert-Butyl 4-(1-(cyclopropylmethyl)-2-formyl-1H-indol-7-yl)piperidine-1-carboxylate